C1(=CC=CC=2C3=CC=CC=C3CC12)C=CC(=O)[O-] fluorenacrylate